methyl (S)-4-(5-(2-((((9H-fluoren-9-yl)methoxy)carbonyl)amino)-3-(allyloxy)-3-oxopropyl)-1,3,4-thiadiazol-2-yl)benzoate C1=CC=CC=2C3=CC=CC=C3C(C12)COC(=O)N[C@@H](CC1=NN=C(S1)C1=CC=C(C(=O)OC)C=C1)C(=O)OCC=C